ClC1=C(C=CC=C1)[C@H]1NCCC1 (S)-2-(2-chlorophenyl)pyrrolidine